C(C(=C)C)(=O)OCCC[SiH2]O[Si](C)(C)C 3-(methacryloyloxy)propyl-(trimethylsiloxy)silane